CC(C(=O)OCCC1=CC=CC=C1)CCC Phenylethyl 2-methylpentanoate